1-fluoro-2,4-dibromonaphthalene FC1=C(C=C(C2=CC=CC=C12)Br)Br